FC1=CC2=C(OCC(N2)=O)C(=C1)F 6,8-Difluoro-2H-benzo[b][1,4]oxazin-3(4H)-one